ClC=1C(=NC=C(C1C)C=1C=C2C=CC=NC2=CC1)C#N 3-chloro-4-methyl-5-(6-quinolinyl)pyridine-2-carbonitrile